3-(4-diethylaminophenyl)-3-(1-Ethyl-2-methylindole-3-yl)phthalide C(C)N(C1=CC=C(C=C1)C1(OC(=O)C2=CC=CC=C12)C1=C(N(C2=CC=CC=C12)CC)C)CC